N1(CCOCC1)CC=O 2-(morpholin-4-yl)ethan-1-on